5-(4-chlorophenyl)-1-(2,4-dichlorophenyl)-4,5-dihydro-1H-pyrazole-3-carboxylic acid ethyl ester C(C)OC(=O)C1=NN(C(C1)C1=CC=C(C=C1)Cl)C1=C(C=C(C=C1)Cl)Cl